(S)-3-(3-(3-chloro-5-(difluoromethoxy)phenyl)-5-(3-(trifluoromethyl)phenylsulfonyl)-6a,7,9,10-tetrahydro-5H-pyrazino[1,2-a]pyrido[3,2-e]pyrazin-8(6H)-yl)propionic acid ClC=1C=C(C=C(C1)OC(F)F)C1=CC=2N(C[C@H]3N(C2N=C1)CCN(C3)CCC(=O)O)S(=O)(=O)C3=CC(=CC=C3)C(F)(F)F